N-(4-(2-(4-isopropyl-5-(8-methoxy-[1,2,4]triazolo[1,5-a]pyridin-6-yl)-1H-pyrazol-3-yl)-4-methylthiazol-5-yl)cyclohexyl)oxetan-3-amine C(C)(C)C=1C(=NNC1C=1C=C(C=2N(C1)N=CN2)OC)C=2SC(=C(N2)C)C2CCC(CC2)NC2COC2